BrC=1C(=C(C(=NC1)N)[N+](=O)[O-])C(F)F 5-bromo-4-(difluoromethyl)-3-nitropyridin-2-amine